C1=CC=CC=2C3=CC=CC=C3C(C12)COC(=O)N[C@@H](COC1CC(C1)CNC(=O)OC(C)(C)C)C(=O)O N-(((9H-fluoren-9-yl)methoxy)carbonyl)-O-((1r,3S)-3-(((tert-butoxycarbonyl)amino)methyl)cyclobutyl)-L-serine